dimethylethylaminoacrylic acid CC(=C(C(=O)O)NCC)C